4-(6-fluoro-1,3-benzothiazol-2-yl)-3-methyl-piperazine-1-carboxylic acid tert-butyl ester C(C)(C)(C)OC(=O)N1CC(N(CC1)C=1SC2=C(N1)C=CC(=C2)F)C